FC=1C=C(C=CC1F)N1[C@@H](CCCC1=O)C1=NC2=C(N1[C@@H]1CC[C@H](CC1)OC)C=CC(=C2)/C=C/C(=O)N(C)C (E)-3-(2-((S)-1-(3,4-difluorophenyl)-6-oxopiperidine-2-yl)-1-((trans)-4-methoxycyclohexyl)-1H-benzo[d]imidazole-5-yl)-N,N-dimethylacrylamide